CC(C)=C=CCC 2-methyl-2,3-hexadiene